6-bromo-N-((6-cyclopropyl-[1,2,4]triazolo[1,5-a]pyrimidin-2-yl)methyl)pyrimidin-4-amine BrC1=CC(=NC=N1)NCC1=NN2C(N=CC(=C2)C2CC2)=N1